C(C)(C)(C)OC(=O)N[C@H](C(=O)OC(C)(C)C)CCSCCC(C(F)(F)F)(C=1N=CC2=CC=CC=C2C1)O tert-butyl (2s)-2-(tert-butoxycarbonylamino)-4-[4,4,4-trifluoro-3-hydroxy-3-(3-isoquinolyl)butyl]sulfanyl-butanoate